(S)-3-(benzyloxy)-2-(1H-1,2,3-triazol-1-yl)propane-1-thiol C(C1=CC=CC=C1)OC[C@@H](CS)N1N=NC=C1